1-((2-(trimethylsilyl)ethoxy)methyl)-1H-benzo[d]imidazole-6-carbaldehyde C[Si](CCOCN1C=NC2=C1C=C(C=C2)C=O)(C)C